8-(morpholinomethyl)-7,8,9,10-tetrahydro-5H-cyclohepta[b]naphthalene-5,11(6H)-dione O1CCN(CC1)CC1CCC2=C(C(C=3C=CC=CC3C2=O)=O)CC1